FC1=C(C(=C(C=C1OC)OC)F)N1CC2=CN=C(C=C2C2(C1=O)CC2)C=2C(=NN(C2)C2CN(CC2)CC#N)C 2-(3-(4-(2'-(2,6-difluoro-3,5-dimethoxyphenyl)-3'-oxo-2',3'-dihydro-1'H-spiro[cyclopropane-1,4'-[2,7]naphthyridin]-6'-yl)-3-methyl-1H-pyrazol-1-yl)pyrrolidin-1-yl)acetonitrile